CC1=NN=NN1 5-methyl-1,2,3,4-tetrazole